S1C=C(C2=C1C=CC=C2)CC2C[C@H](NC2)C(=O)O gamma-(3-benzothienyl-methyl)-proline